2-[[2-[[2-[[(4S)-5-tert-butoxy-4-[(18-tert-butoxy-18-oxo-octadecanoyl)amino]-5-oxo-pentanoyl]amino]acetyl]amino]acetyl]amino]acetic acid C(C)(C)(C)OC([C@H](CCC(=O)NCC(=O)NCC(=O)NCC(=O)O)NC(CCCCCCCCCCCCCCCCC(=O)OC(C)(C)C)=O)=O